6-[3-(Difluoromethyl)-4-fluoro-phenyl]-1-[(4,5-dimethyl-1,2,4-triazol-3-yl)methyl]pyrazolo[4,3-b]pyridine FC(C=1C=C(C=CC1F)C=1C=C2C(=NC1)C=NN2CC2=NN=C(N2C)C)F